C(C)C1(C=CC=C1)[Hf](N(C)C)(N(C)C)N(C)C ethylcyclopentadienyltris(diMethylamino)hafnium